OC=1C=C(C=2OC3=CC(=CC=C3C(C2)=O)O)C=CC1O 3',4',7-Trihydroxyflavone